FC1=C(C=CC(=C1)I)N1N=C(C=C1C)C(F)(F)F 1-(2-fluoro-4-iodo-phenyl)-5-methyl-3-(trifluoromethyl)pyrazole